C(C)(C)(C)OC(=O)N(CC1=CC(=C(C=C1)C1=CC=CC=C1)Cl)CC=1N=NN(C1)CCCNC1=NC2=C(C3=CN=CC=C13)C=CC(=C2)C(=O)OC Methyl 5-((3-(4-(((tert-butoxycarbonyl)((2-chloro-[1,1'-biphenyl]-4-yl)methyl)amino)methyl)-1H-1,2,3-triazol-1-yl)propyl)amino)benzo[c][2,6]naphthyridine-8-carboxylate